(thiodi-4,1-phenylene)bis(diphenylsulfonium) bis(hexafluorophosphate) F[P-](F)(F)(F)(F)F.F[P-](F)(F)(F)(F)F.S(C1=CC=C(C=C1)[S+](C1=CC=CC=C1)C1=CC=CC=C1)C1=CC=C(C=C1)[S+](C1=CC=CC=C1)C1=CC=CC=C1